5-methoxy-2-((6-(4-methoxyphenylsulfonyl)-1-oxophthalazin-2(1H)-yl)methyl)benzoic acid COC=1C=CC(=C(C(=O)O)C1)CN1C(C2=CC=C(C=C2C=N1)S(=O)(=O)C1=CC=C(C=C1)OC)=O